[SiH3]N[SiH3] (bissilyl)amine